N[C@H](C)C=1C=C(C=C2C(N(C(=NC12)N1CCOCC1)C)=O)F (R)-8-(1-aminoethyl)-6-fluoro-3-methyl-2-morpholinoquinazolin-4(3H)-one